ClC=1C=C2C=C(C(NC2=CC1OC(C)C)=O)[C@H](C)NC1=CC=C(N(C1=O)C)C#N 5-{[(1S)-1-[6-chloro-2-oxo-7-(propane-2-yloxy)-1,2-dihydroquinolin-3-yl]ethyl]amino}-1-methyl-6-oxo-1,6-dihydropyridine-2-carbonitrile